FC1=CC=C(OC2=CC=C(C=C2)N2N=C3C(NCC[C@H]3N3CCN(CC3)S(=O)(=O)C3=C(C=CC=C3)[N+](=O)[O-])=C2C(=O)N)C=C1 (7R)-2-[4-(4-fluorophenoxy)phenyl]-7-[4-(2-nitrobenzene-1-sulfonyl)piperazin-1-yl]-4,5,6,7-tetrahydro-2H-pyrazolo[4,3-b]pyridine-3-carboxamide